N1C=NC2=NC=C(C=C21)N2CCN(CC2)C(=O)OCC2=CC=CC=1C3=CC=CC=C3CC21 4-(1H-imidazo[4,5-b]pyridin-6-yl)-1-fluorenylmethoxycarbonylpiperazine